methyl-3-cyclopentene formate C(=O)O.CC1CC=CC1